1-((3-((3R,5R)-5-(4-chlorophenyl)tetrahydro-furan-3-yl)-1,2,4-oxadiazol-5-yl)methyl)-7-methyl-1,7-dihydro-6H-purine-6-thione ClC1=CC=C(C=C1)[C@H]1C[C@@H](CO1)C1=NOC(=N1)CN1C=NC=2N=CN(C2C1=S)C